OCC1CNC(O1)=O 5-hydroxymethyl-2-oxazolidinone